C1(CC1)C1=NN(C(=N1)[C@H](C)NC(C1=CC(=CC(=C1)OC(F)(F)F)S(=O)(=O)C)=O)C=1N=CC(=NC1)C(=O)OC methyl 5-(3-cyclopropyl-5-{(1S)-1-[3-(methylsulfonyl)-5-(trifluoromethoxy)benzamido]ethyl}-1H-1,2,4-triazol-1-yl)pyrazine-2-carboxylate